(4bS,6R)-1-(1-methanesulfonyl-1-methyl-ethyl)-5-methyl-5,6,8a,9-tetrahydro-8H-7,10-dioxa-2,4,4b-triazaphenanthrene-3-carboxylic acid ((R)-2-hydroxy-propyl)-amide O[C@@H](CNC(=O)C=1N=C(C=2OCC3COCC(N3C2N1)C)C(C)(C)S(=O)(=O)C)C